ClC(=CF)F 1-Chloro-1,2-difluoroethene